Cl.FC1=C(C=CC(=C1)F)[C@@H](C)N (R)-1-(2,4-difluorophenyl)ethanamine HCl salt